1-(3-(4-amino-5-(2-methyl-1H-benzimidazol-5-yl)-7H-pyrrolo[2,3-d]pyrimidin-7-yl)pyrrolidin-1-yl)prop-2-en-1-one NC=1C2=C(N=CN1)N(C=C2C2=CC1=C(NC(=N1)C)C=C2)C2CN(CC2)C(C=C)=O